O(C(=O)C)C=1[C@]2(C)[C@@H](CC1)[C@@H]1CC[C@H]3CC=CC[C@]3(C)[C@H]1CC2 17-acetoxyl-5alpha-androstane-2,16-diene